COC(C1=C(C=CC(=C1)C(F)(F)F)NC1=C(N=CS1)C)=O 2-((4-Methylthiazol-5-yl)amino)-5-(trifluoromethyl)benzoic acid methyl ester